C(CCC)[Sn](\C(\CN1C=CC2=CC=CC=C12)=C/[Sn](CCCC)(CCCC)CCCC)(CCCC)CCCC (Z)-1-(2,3-bis(tributylstannyl)allyl)-1H-indole